ClC=1C(=NC(=NC1)NC1CCOCC1)C1=CC=C2CN(C(C2=C1F)=O)[C@@H](C(=O)N[C@H](CO)C=1C=C(C=CC1)C)C (R)-2-(6-(5-chloro-2-((tetrahydro-2H-pyran-4-yl)amino)pyrimidin-4-yl)-7-fluoro-1-oxoisoindol-2-yl)-N-((S)-2-hydroxy-1-(M-tolyl)ethyl)propanamide